C(C)(=O)[O-].C(CCCCCCCCCC)[NH+]1CC(CCC1)CCC 1-Undecyl-3-propylpiperidinium acetat